3-chloro-1-(2-hydroxy-2-methyl-propyl)pyrazole-4-carboxylic acid ClC1=NN(C=C1C(=O)O)CC(C)(C)O